FC(OC1=CC(=NN1)NC1=CN=CC(=N1)O[C@H]1C[C@@H](CN(CC1)C(=O)OC(C)(C)C)C)F tert-butyl (3S,5S)-5-((6-((5-(difluoromethoxy)-1H-pyrazol-3-yl)amino)pyrazin-2-yl)oxy)-3-methylazepane-1-carboxylate